ClC=1C(=NC=C(C1)C1(CC1)C#N)C#N 3-chloro-5-(1-cyanocyclopropyl)pyridine-2-carbonitrile